NC1CCC(CC1)N(C1=NC=CC(=N1)NC=1N=CN(C1)C1CCCC1)C N2-((1R,4R)-4-aminocyclohexyl)-N4-(1-cyclopentyl-1H-imidazol-4-yl)-N2-methylpyrimidine-2,4-diamine